Cl.FC1(CCN(CC1)C1=CC(=CC=2CCOC21)N)F 7-(4,4-difluoropiperidin-1-yl)-2,3-dihydrobenzofuran-5-amine hydrochloride